(S)-quinuclidin-3-yl (5-(2-chlorophenyl)-3,3-dimethyl-2,3-dihydro-1H-inden-1-yl)carbamat ClC1=C(C=CC=C1)C=1C=C2C(CC(C2=CC1)NC(O[C@@H]1CN2CCC1CC2)=O)(C)C